ClC=1C(=NC(=NC1)NC=1C(=NN(C1)C1CCN(CC1)C(C)C)CC)NCCCN1C(OCCC1)=O 3-(3-((5-Chloro-2-((3-ethyl-1-(1-isopropylpiperidin-4-yl)-1H-pyrazol-4-yl)amino)pyrimidin-4-yl)amino)propyl)-1,3-oxazinan-2-on